N1C(=CC=C1)C(=O)OCC ethyl (E)-1H-pyrrole-2-carboxylate